tert-butyl N-[(3R)-5-[(4-chlorophenyl)methyl]-8-fluoro-7-[5-(1-methyl-1-methylsulfonyl-ethyl)-1,3,4-oxadiazol-2-yl]-4-oxo-2,3-dihydro-1,5-benzothiazepin-3-yl]carbamate ClC1=CC=C(C=C1)CN1C([C@H](CSC2=C1C=C(C(=C2)F)C=2OC(=NN2)C(C)(S(=O)(=O)C)C)NC(OC(C)(C)C)=O)=O